OC1=CC(=C(C(=C1)C)N(C(C(=O)N)=O)C1=C(C=C(C=C1C)O)C)C N,N-bis(4-hydroxy-2,6-dimethylphenyl)oxalamide